NC1=C(C(=NC=N1)C=1C(=C(C=CC1)NC(C1=C(C=C(C=C1)C1CC1)F)=O)C)OC[C@H]1N(C[C@H](C1)OC)CC#CC N-(3-(6-amino-5-(((2S,4S)-1-(but-2-ynyl)-4-methoxypyrrolidin-2-yl)methoxy)pyrimidin-4-yl)-2-methylphenyl)-4-cyclopropyl-2-fluorobenzamide